3-(difluoromethyl)-1-(2-(2-methyl-2H-pyrazolo[3,4-b]pyridin-5-yl)-7-quinolinyl)cyclobutanol FC(C1CC(C1)(O)C1=CC=C2C=CC(=NC2=C1)C1=CC=2C(N=C1)=NN(C2)C)F